C(C)(C)(C)OC(=O)C1=C(N(C=2N=CN=C(C21)N)[C@H]2CN([C@H](C2)C)C(C=C)=O)C#CC 7-((3R,5S)-1-propenoyl-5-methylpyrrolidin-3-yl)-4-amino-6-(prop-1-yn-1-yl)-7H-pyrrolo[2,3-d]Pyrimidine-5-carboxylic acid tert-butyl ester